CC=1C=C(C=NC1N[C@@H]1CNCC1)S(=O)(=O)NC=1N=CSC1 (S)-5-methyl-6-(pyrrolidin-3-ylamino)-N-(thiazol-4-yl)pyridine-3-sulfonamide